4-oxopentanoic acid cyclohexyl ester C1(CCCCC1)OC(CCC(C)=O)=O